C12(CC3CC(CC(C1)C3)C2)CN2N=CC(=C2C)C2=C(C=3N(C=C2)C(=CN3)C=3N=NC(=C(C3)C3CC3)O)C(=O)O 7-(1-(adamantan-1-ylmethyl)-5-methyl-1H-pyrazol-4-yl)-3-(5-cyclopropyl-6-hydroxypyridazin-3-yl)imidazo[1,2-a]pyridine-8-carboxylic acid